FC(C(CC#N)NC1CCCN2C(COC=3C=CC=C(C3C3CCC(OCC12)CC3)F)=O)(F)F 4,4,4-trifluoro-3-{[(1s,19s)-3-fluoro-10-oxo-8,18-dioxa-11-azatetracyclo[17.2.2.02,7.011,16]tricosa-2(7),3,5-trien-15-yl]amino}butanenitrile